e-acrylic acid C(C=C)(=O)O